C(C1=CC=CC=C1)N1CC([C@H]2CN(CC[C@H]21)CC(C(=O)OCC2=CC=C(C=C2)OC)(C)C)(F)F 4-methoxybenzyl 3-((cis)-1-benzyl-3,3-difluorohexahydro-1H-pyrrolo[3,2-c]pyridin-5(6H)-yl)-2,2-dimethylpropionate